(R)-2-(3-(2-((1H-benzo[d][1,2,3]triazol-1-yl)oxy)-5-chloropyrimidin-4-yl)-5-oxo-5H-pyrrolo[3,4-b]pyridin-6(7H)-yl)-N-(1-(m-tolyl)ethyl)acetamide N1(N=NC2=C1C=CC=C2)OC2=NC=C(C(=N2)C=2C=C1C(=NC2)CN(C1=O)CC(=O)N[C@H](C)C=1C=C(C=CC1)C)Cl